8-amino-4,4-dimethyl-N-{6-[(4-methyl-1,4'-bipiperidin-1'-yl)carbonyl]-1,3-benzothiazol-2-yl}-1-(tetrahydro-2H-pyran-2-yl)-4,5-dihydro-1H-pyrazolo[4,3-H]quinazoline-3-carboxamide NC1=NC=2C3=C(C(CC2C=N1)(C)C)C(=NN3C3OCCCC3)C(=O)NC=3SC1=C(N3)C=CC(=C1)C(=O)N1CCC(CC1)N1CCC(CC1)C